CC1=C(C(=CC(=C1)CC1=CNC2=CC(=CC=C12)[N+](=O)[O-])C)O 2,6-dimethyl-4-((6-nitro-1H-indol-3-yl)methyl)phenol